(2,6-Dichloropyridin-4-yl)methyl O-methyl-L-serinate hydrochloride Cl.COC[C@H](N)C(=O)OCC1=CC(=NC(=C1)Cl)Cl